4-((3,5-dicyclohexylphenyl)(methyl)amino)-3-(difluoromethoxy)benzoic acid C1(CCCCC1)C=1C=C(C=C(C1)C1CCCCC1)N(C1=C(C=C(C(=O)O)C=C1)OC(F)F)C